NC1=C(C=2C=NC=C(C2N1C1=C(C(=CC(=C1C)OC)F)C)F)C(=O)N 2-amino-7-fluoro-1-(3-fluoro-5-methoxy-2,6-dimethylphenyl)-1H-pyrrolo[3,2-c]pyridine-3-carboxamide